triethylisobutylhafnium C(C)[Hf](CC(C)C)(CC)CC